[Cl-].C[N+](CC(C)O)(C)CC=C N,N-dimethyl-N-(2-hydroxypropyl)-allylammonium chloride